2,6-diethylanilinoethylpropyl ether C(C)C1=C(NCCC(CC)OC(CC)CCNC2=C(C=CC=C2CC)CC)C(=CC=C1)CC